BrC=1C=C(C=O)C=CC1NC(=O)OC(C)(C)C 3-bromo-4-(tert-butoxycarbonylamino)benzaldehyde